2-(2,6-dioxopiperidin-3-yl)-5-((3-(trans-3-(4-(4-methylpyridin-2-yl)-1H-pyrazol-1-yl)cyclobutyl)propyl)amino)isoindoline-1,3-dione O=C1NC(CCC1N1C(C2=CC=C(C=C2C1=O)NCCC[C@@H]1C[C@H](C1)N1N=CC(=C1)C1=NC=CC(=C1)C)=O)=O